CN1C[C@H](OCC1=O)COC=1C=C(C(=O)O)C=C(C1)C=1SC(=CN1)C 3-{[(2S)-4-methyl-5-oxomorpholin-2-yl]methoxy}-5-(5-methyl-1,3-thiazol-2-yl)benzoic acid